3-(3,5-dimethoxyphenyl)propan-1-ol tert-butyl-3-carbamoylazetidine-1-carboxylate C(C)(C)(C)C1N(CC1C(N)=O)C(=O)OCCCC1=CC(=CC(=C1)OC)OC